BrC1=CC(=C(C=C1)[C@H]1N(CC[C@@H](C1)O)C(=O)OCC1=CC=CC=C1)O benzyl (2s,4s)-2-(4-bromo-2-hydroxyphenyl)-4-hydroxypiperidine-1-carboxylate